4'-(2-(((2R,3R,4S,5R)-5-(6-amino-2-chloro-9H-purin-9-yl)-4-fluoro-3-hydroxytetrahydrofuran-2-yl)methoxy)-2-carboxy-2-(thiazol-4-yl)ethyl)-[1,1'-biphenyl]-2-carboxylic acid NC1=C2N=CN(C2=NC(=N1)Cl)[C@H]1[C@H]([C@@H]([C@H](O1)COC(CC1=CC=C(C=C1)C=1C(=CC=CC1)C(=O)O)(C=1N=CSC1)C(=O)O)O)F